ClC1=NC(=NC=C1)CNC(NC1=CC(=NC=N1)N(C(OC(C)(C)C)=O)CC=1N=C2N(C=C(C=C2)C2CC2)C1)=O tert-butyl (6-(3-((4-chloropyrimidin-2-yl)methyl)ureido)pyrimidin-4-yl)((6-cyclopropylimidazo[1,2-a]pyridin-2-yl)methyl)carbamate